C(#N)CCN1C(C2(C3=C1C=NC=1C=CC(=CC31)C=3C=CC(=NC3)OC)CC2)=O 5-(3'-(2-Cyanoethyl)-2'-oxo-2',3'-dihydrospiro[cyclopropane-1,1'-pyrrolo[2,3-c]quinolin]-8'-yl)-2-methoxypyridin